1-(6-(tert-butoxy)hexyl)-N-(tert-butyl)-1-chloro-1-methylsilanylamine C(C)(C)(C)OCCCCCC[Si](C)(Cl)NC(C)(C)C